C(C)(=O)N1CCC(CC1)NC=1C=C(C(=O)NC[C@@H](O)[C@H]2N(CC3=CC(=CC=C3C2)OCOC)C(=O)OC(C)(C)C)C=C(C1)N1CCCCC1 tert-butyl (3S)-3-[(1R)-2-[[3-[(1-acetyl-4-piperidyl)amino]-5-(1-piperidyl)benzoyl]amino]-1-hydroxy-ethyl]-7-(methoxymethoxy)-3,4-dihydro-1H-isoquinoline-2-carboxylate